C(C)(C)(C)OC(=O)N(CC(=O)O)CCC(=O)OC N-(tert-Butoxycarbonyl)-N-(3-methoxy-3-oxopropyl)glycine